methyl-2-methylpropanoic acid CC(C(=O)O)(C)C